FC1=C(C=C(NC2=NC=C(C(=N2)N[C@H](CO)C2=CC=CC=C2)C(=O)NC)C=C1)C1=CC=CC=C1 2-(4-fluoro-3-phenyl-anilino)-4-[[(1S)-2-hydroxy-1-phenyl-ethyl]amino]-N-methyl-pyrimidine-5-carboxamide